BrC1=CC(=C(OCC2=NC=CC=C2)C=C1Cl)Cl 2-[(4-bromo-2,5-dichloro-phenoxy)methyl]pyridine